SC=1SC2=C(N1)C=CC=C2 Mercapto-benzthiazol